COC1=CC=C(C=N1)NC(CN(C=1C2=C(N=C(N1)C=1N=CC3=CC=NC=C3C1)CCC2)C)=O N-(6-methoxypyridin-3-yl)-2-{methyl[2-(2,6-naphthyridin-3-yl)-5H,6H,7H-cyclopenta[d]pyrimidin-4-yl]amino}acetamide